5-(2-fluoro-6-isopropylphenyl)-3-(4-(4-methylpiperazin-1-yl)phenyl)-1H-pyrazolo[4,3-c]pyridazin-6(5H)-one FC1=C(C(=CC=C1)C(C)C)N1N=C2C(=CC1=O)NN=C2C2=CC=C(C=C2)N2CCN(CC2)C